ClC=1C=C2C(=NC=NC2=C(C1)OC(F)F)N[C@@H](C)C=1N(N=CN1)C1=NC=CC=N1 6-chloro-8-(difluoromethoxy)-N-[(1S)-1-(2-pyrimidin-2-yl-1,2,4-triazol-3-yl)ethyl]quinazolin-4-amine